COCCOC(=O)C1=C(NC=2C(=CNC(C2C1C1=C(C=C(C=C1)C#N)OC)=O)C)C 4-(4-cyano-2-methoxyphenyl)-2,8-dimethyl-5-oxo-1,4,5,6-tetrahydro-1,6-naphthyridine-3-carboxylic acid 2-methoxyethyl ester